(2S,4R)-1-(z-butoxycarbonyl)-4-(3,5-difluoro-2-nitrophenoxy)pyrrolidine-2,4-dicarboxylic acid C(CCC)OC(=O)N1[C@@H](C[C@@](C1)(C(=O)O)OC1=C(C(=CC(=C1)F)F)[N+](=O)[O-])C(=O)O